ClC1=C(C=2N=C(N=C(C2C=N1)N1CC(CCC1)CC(=O)OCC)OC[C@]12CCCN2C[C@@H](C1)F)F Ethyl 2-(1-(7-chloro-8-fluoro-2-(((2R,7aS)-2-fluorotetrahydro-1H-pyrrolizin-7a(5H)-yl)methoxy)pyrido[4,3-d]pyrimidin-4-yl)piperidin-3-yl)acetate